1,6-dimethylimidazo[1,2-a]pyridin-1-ium hydroxide [OH-].C[N+]=1C=CN2C1C=CC(=C2)C